N-[2-bromo-4-(heptafluoroprop-2-yl)-6-(trifluoromethyl)phenyl]-3-[(cyclopropylmethyl)amino]-4-fluorobenzamide BrC1=C(C(=CC(=C1)C(C(F)(F)F)(C(F)(F)F)F)C(F)(F)F)NC(C1=CC(=C(C=C1)F)NCC1CC1)=O